C(C)(C)OC=1N=CC(=NC1)C1=NSC(=N1)NC1=NC=CC=C1C 3-(5-isopropoxypyrazin-2-yl)-N-(3-methyl-2-pyridyl)-1,2,4-thiadiazol-5-amine